3-((dimethylamino)methyl)-6-(4,4,5,5-tetramethyl-1,3,2-dioxaborolan-2-yl)-3,4-dihydroisoquinolin-1(2H)-one CN(C)CC1NC(C2=CC=C(C=C2C1)B1OC(C(O1)(C)C)(C)C)=O